C1(CC1)C1=C(C(=O)OC)C=C(C(=C1)CN1CCC2(CNC(N2)=O)CC1)OCC methyl 2-cyclopropyl-5-ethoxy-4-((2-oxo-1,3,8-triazaspiro[4.5]decan-8-yl)methyl)benzoate